FC1=C(C=CC(=C1)F)NC(CN1C(N(C2=C1C=C(C=C2C2=CC(=C(C(=C2)OC)OCC2=NN(C=N2)C(C2=CC=CC=C2)(C2=CC=CC=C2)C2=CC=CC=C2)F)C(F)(F)F)C)=O)=O N-(2,4-difluorophenyl)-2-(4-(3-fluoro-5-methoxy-4-((1-trityl-1H-1,2,4-triazol-3-yl)methoxy)phenyl)-3-methyl-2-oxo-6-(trifluoromethyl)-2,3-dihydro-1H-benzo[d]imidazol-1-yl)acetamide